ClC1=CC(=C(N=N1)OC1=CC(=CC=C1)C1CC1)C#N 6-chloro-3-(3-cyclopropylphenoxy)pyridazine-4-carbonitrile